[C@@H]1([C@H](O)[C@@H](O)[C@@H](O)[C@H](O1)CO)OC[C@@H](O)CO O-β-D-galactosyl-sn-glycerol